C1(=CC=C(C=C1)S(=O)(=O)N1CCN(CC1)C(\C=C\C1=CC(=C(C=C1)O)OC)=O)C1=CC=CC=C1 (E)-1-(4-([1,1'-biphenyl]-4-ylsulfonyl)piperazin-1-yl)-3-(4-hydroxy-3-methoxyphenyl)prop-2-en-1-one